1-[5-ethylsulfanyl-6-[7-methyl-3-(trifluoromethyl)imidazo[4,5-c]pyridazin-6-yl]-3-pyridyl]cyclopropanecarbonitrile C(C)SC=1C=C(C=NC1C1=NC2=C(N=NC(=C2)C(F)(F)F)N1C)C1(CC1)C#N